4-(4-methoxybenzyl)pyrimidine-2,4,5-triamine COC1=CC=C(CC2(NC(=NC=C2N)N)N)C=C1